FC(C1=NC=C(C(=N1)C1=CC(=NC=C1C(=O)NC=1SC2=C(N1)CN(C2)C(C2=C(N=C(C=C2)C(F)(F)F)OC)=O)C)OC)F 4-(2-(Di-fluoromethyl)-5-methoxy-pyrimidin-4-yl)-N-(5-(2-methoxy-6-(trifluoromethyl)nicotinoyl)-5,6-dihydro-4H-pyrrolo[3,4-d]thiazol-2-yl)-6-methyl-nicotinamide